2-Morpholin-4-yl-8-thiophen-3-ylchromen-4-one N1(CCOCC1)C=1OC2=C(C=CC=C2C(C1)=O)C1=CSC=C1